C(C1=CC=CC=C1)=CC(C)=O benzylideneacetone